[I-].C(C(=C)C)(=O)OC(CN1C=[N+](C=C1)C)COC(C)(C)C 1-(2-(Methacryloyloxy)-3-tert.butoxy-propan-1-yl)-3-methyl-1H-imidazolium iodid